(S)-N-(1-((3-methoxy-4-(3-methoxypyridin-4-yl)phenyl)amino)-1-oxo-3,3-diphenylpropan-2-yl)-1-methyl-1H-pyrazole-5-carboxamide COC=1C=C(C=CC1C1=C(C=NC=C1)OC)NC([C@H](C(C1=CC=CC=C1)C1=CC=CC=C1)NC(=O)C1=CC=NN1C)=O